1,3,4-oxadiazole-2-thiol O1C(=NN=C1)S